C(#N)C1=C(C=CC=C1)C(C(C)C=1N(C(C(=C(N1)C(=O)OCC)OC)=O)C)C=1N=CNC1 ethyl 2-[1-(2-cyanophenyl)-1-(1H-imidazol-4-yl)propan-2-yl]-5-methoxy-1-methyl-6-oxopyrimidine-4-carboxylate